sodium 8-chloroimidazo[1,2-a]pyridine-7-thiolate ClC=1C=2N(C=CC1[S-])C=CN2.[Na+]